diphenyl-(phenylthio)phosphine C1(=CC=CC=C1)P(SC1=CC=CC=C1)C1=CC=CC=C1